1,1,1-trifluoro-3,3-dichloropropane FC(CC(Cl)Cl)(F)F